C(CCCCC)C(COC(CCCCCN(CCCN(CCCCCC(=O)OCC(CCCCCCCC)CCCCCC)CC(C)O)CC(C)O)=O)CCCCCCCC 2-hexyldecyl 6-{[3-({6-[(2-hexyldecyl)oxy]-6-oxohexyl}(2-hydroxypropyl)amino)propyl](2-hydroxypropyl)amino}hexanoate